((2s,4r,5r)-4-acetoxy-5-(2-amino-7-butyl-8-oxo-7,8-dihydro-9H-purin-9-yl)tetrahydrofuran-2-yl)acetic acid methyl ester COC(C[C@H]1O[C@H]([C@@H](C1)OC(C)=O)N1C2=NC(=NC=C2N(C1=O)CCCC)N)=O